2-chloromethylbenzyl-triphenylphosphine chloride [Cl-].ClCC1=C(CC2=C(C=CC=C2)P(C2=CC=CC=C2)C2=CC=CC=C2)C=CC=C1